1-[3-[4-(4-Chloro-2-methylsulfonyl-phenyl)phenyl]azetidine-1-carbonyl]azetidine ClC1=CC(=C(C=C1)C1=CC=C(C=C1)C1CN(C1)C(=O)N1CCC1)S(=O)(=O)C